BrCC1=CC(=C(C#N)C=C1F)F 4-(Bromomethyl)-2,5-difluorobenzonitrile